COC=1C=C2C(=CC=NC2=CC1O)OC1=CC=C(C=C1)[N+](=O)[O-] 6-methoxy-4-(4-nitrophenoxy)-7-hydroxyquinoline